ClC=1C=C(NC2(CCC3(C(=CC4=CC=CC=C34)C#CC3=NC=CC=C3)CC2)C(=O)O)C=CC1 (1s,4s)-4-(3-chloroanilino)-2'-[(pyridin-2-yl)ethynyl]spiro[cyclohexane-1,1'-indene]-4-carboxylic acid